FC(C1=C(CN2C(=NC3=C2C=C(C=C3)C#N)SCB(O)O)C=CC(=C1)C(F)(F)F)(F)F (((1-(2,4-bis(trifluoromethyl)benzyl)-6-cyano-1H-benzo[d]imidazol-2-yl)thio)methyl)boronic acid